OC[C@@H](C)NC(=O)C=1C=NC(=C(C1)C1=NN(C=C1)C)OC1=CC(=CC=C1)C(C)C N-[(2R)-1-Hydroxypropan-2-yl]-5-(1-methyl-1H-pyrazol-3-yl)-6-[3-(propan-2-yl)phenoxy]pyridine-3-carboxamide